CC=C=O methylketene